N(=[N+]=[N-])C1=CC=C(C=C1)NC(C)=O N-(4-azidophenyl)acetamide